1,2,3,4,5,6,7,8-octafluoroanthracene FC1=C(C(=C(C2=CC3=C(C(=C(C(=C3C=C12)F)F)F)F)F)F)F